4-(3-amino-6-methoxy-2-pyridyl)butanoic acid tert-butyl ester C(C)(C)(C)OC(CCCC1=NC(=CC=C1N)OC)=O